10-Aminodecane NCCCCCCCCCC